ClC1=CC=C(C=C1)N1C(N=C2C(C1=O)=CC=CN2CC2COCC2)=O 3-(4-chlorophenyl)-8-((tetrahydrofuran-3-yl)methyl)pyrido[2,3-d]pyrimidine-2,4(3H,8H)-dione